C(C)(C)N1C(NC(=CC1=O)C1=C(C=CC=C1)S(=O)(=O)N)=O (1-isopropyl-2,6-dioxo-1,2,3,6-tetrahydropyrimidin-4-yl)benzenesulfonamide